(1R,2R)-2-fluoro-N-{4-[6-(1-hydroxybutyl)-4-methylpyridin-3-yl]-[1,2,4]triazolo[1,5-a]1,6-naphthyridin-8-yl}cyclopropane-1-carboxamide F[C@H]1[C@H](C1)C(=O)NC1=NC=C2C=C(C=3N(C2=C1)N=CN3)C=3C=NC(=CC3C)C(CCC)O